2,3-Dihydro-1H-pyrrolo[1,2-a]benzimidazol C1CCC2=NC3=C(N21)C=CC=C3